C/C(/C=O)=C\C(=C/C1=CC=C(C=C1)C)\C (2E,4Z)-2,4-dimethyl-5-(p-tolyl)penta-2,4-dienal